((3S,4S)-3-((4-bromo-2-(2-methyl-2H-tetrazol-5-yl)-6-nitrophenyl)amino)-4-methoxypyrrolidine-1-yl)(5-(methylamino)pyridin-3-yl)methanone BrC1=CC(=C(C(=C1)[N+](=O)[O-])N[C@H]1CN(C[C@@H]1OC)C(=O)C=1C=NC=C(C1)NC)C=1N=NN(N1)C